CN1C(=CC(=C1)C1=CC=NC=C1)C(=O)N[C@H](C)C1=CC=CC2=CC=CC=C12 1-methyl-N-[(1R)-1-(1-naphthyl)ethyl]-4-(4-pyridinyl)pyrrole-2-carboxamide